(R)-2-fluoro-4-(2-methyl-2H-tetrazol-5-yl)-N-(8-methylisoquinolin-1-yl)-N-(piperidin-3-yl)benzamide FC1=C(C(=O)N([C@H]2CNCCC2)C2=NC=CC3=CC=CC(=C23)C)C=CC(=C1)C=1N=NN(N1)C